Dimethyl 2-(((methylsulfonyl)oxy)imino)malonate CS(=O)(=O)ON=C(C(=O)OC)C(=O)OC